2-methoxyethyl (1S,2R,5R)-3-((4-(4-fluoro-phenoxy)-piperidin-1-yl)-sulfonyl)-2-(hydroxy-carbamoyl)-3,8-diazabicyclo-[3.2.1]octane-8-carboxylate FC1=CC=C(OC2CCN(CC2)S(=O)(=O)N2[C@H]([C@@H]3CC[C@H](C2)N3C(=O)OCCOC)C(NO)=O)C=C1